ClC=1C=NC(=C(C(=O)NC2CCC(CC2)CN2C(N(C3=C2C=CC=C3)C=3C=NC=CC3)=O)C1)C 5-chloro-2-methyl-N-((1r,4r)-4-((2-oxo-3-(pyridin-3-yl)-2,3-dihydro-1H-benzo[d]imidazol-1-yl)methyl)cyclohexyl)nicotinamide